2,6-bis(1,1-dimethylethyl)2,5-cyclohexadiene-1,4-dione CC(C)(C)C=1C(C(=CC(C1)=O)C(C)(C)C)=O